5-(((tert-butyldiphenylsilyl)oxy)methyl)-1,2-thiazinane 1,1-dioxide [Si](C1=CC=CC=C1)(C1=CC=CC=C1)(C(C)(C)C)OCC1CCNS(C1)(=O)=O